C(C1=CC=CC=C1)N1N=CC(=C1)C1=CC2=C(N=C(S2)NC(=O)[C@H]2CNCC2)C=C1 (R)-N-(6-(1-Benzyl-1H-pyrazol-4-yl)benzo[d]thiazol-2-yl)pyrrolidine-3-carboxamide